N1=CN=C(C2=C1NC=C2)C=2C=NN(C2)C2(CN(C2)C(CC2=CC=CC=C2)=O)CC#N 2-(3-(4-(7H-pyrrolo[2,3-d]pyrimidin-4-yl)-1H-pyrazol-1-yl)-1-(2-phenylacetyl)azetidin-3-yl)acetonitrile